5-((4,4-bis(octyloxy)butanoyl)oxy)-3-(((3-(diethylamino)propoxy)carbonyl)oxy)pentyl (9Z,12Z)-octadeca-9,12-dienoate C(CCCCCCC\C=C/C\C=C/CCCCC)(=O)OCCC(CCOC(CCC(OCCCCCCCC)OCCCCCCCC)=O)OC(=O)OCCCN(CC)CC